9-methanesulfonyl-(Mesityl)-10-methylacridine perchlorate Cl(=O)(=O)(=O)O.CS(=O)(=O)C1C2=CC=CC=C2N(C=2C=CC=C(C12)C1=C(C=C(C=C1C)C)C)C